NC1=CC=C(C=C1)C1CN(C1)C(=O)OC(C)(C)C tert-butyl 3-(4-aminophenyl)azetidine-1-carboxylate